4-(phenylazo)resorcin potassium-sodium potassium [K].[Na].[K].C1(=CC=CC=C1)N=NC1=C(C=C(O)C=C1)O